P(=O)(OC)(OC)O.ClC(=C)Cl 2,2-dichloroethylene dimethyl phosphate